BrC1=C(C=C2C(=NN(C2=C1)C)N)F 6-bromo-5-fluoro-1-methyl-1H-indazol-3-amine